C1(=CC=CC=C1)C1(C2=CC=CC=C2C=2C=CC(=CC12)C1=CC=C(NC2=CC=C(C=C2)C2=CC=3C=CC4=CC=CC=C4C3C=C2)C=C1)C1=CC=CC=C1 4-(9,9-diphenyl-9H-fluoren-2-yl)-N-(4-(phenanthren-2-yl)phenyl)aniline